C(C)(C)(C)OC(=O)NC1CN(C[C@@H](C1)O)C(=O)OCC1=CC=CC=C1 benzyl (5R)-3-(tert-butoxycarbonylamino)-5-hydroxy-piperidine-1-carboxylate